C(C)(C)(C)C=1C=C(C=CC1)[C@H](C)NC(=O)C1=CC=C2C(=C(N(C2=C1)C)C)CC1=CC(=CC=C1)O (S)-N-(1-(3-(tert-butyl)phenyl)ethyl)-3-(3-hydroxybenzyl)-1,2-dimethyl-1H-indole-6-carboxamide